4-succinimidyloxycarbonyl-α-methyl-α-(2-pyridyldithio)-toluene C1(CCC(N1OC(=O)C1=CC=C(C(SSC2=NC=CC=C2)C)C=C1)=O)=O